N[C@@H]1C=2C(=NC=CC2)CC12CCN(CC2)C2=NC=1C(=NC(=CN1)SC1=C(C3=C(OCC(N3)=O)C=C1)Cl)N2 (S)-6-((2-(5-amino-5,7-dihydrospiro[cyclopenta[b]pyridine-6,4'-piperidin]-1'-yl)-1H-imidazo[4,5-b]pyrazin-6-yl)thio)-5-chloro-2H-benzo[b][1,4]oxazin-3(4H)-one